CCS(=O)(=O)O beta-ethanesulfonic acid